4-(1-hydroxy-2-phenylaminoethyl)-1,3-dihydroimidazol-2-one OC(CNC1=CC=CC=C1)C=1NC(NC1)=O